FC=1C(=NC(=NC1)N1CC(NCCC1)C1=CC=CC=C1)NC=1C=C2C=NNC2=CC1 N-(5-fluoro-2-(3-phenyl-1,4-diazepan-1-yl)pyrimidin-4-yl)-1H-indazol-5-amine